magnesium oxide, calcium salt [Ca+2].[O-2].[Mg+2].[O-2]